ClC1=CC(=C(C=C1)C1=NC(=CC=2N=C(N(C(C21)=O)C)C)N2CC(OCC2)C=2C=NC=C(C2)F)F 5-(4-chloro-2-fluoro-phenyl)-7-(2-(5-fluoro-3-pyridinyl)-4-morpholinyl)-2,3-dimethyl-pyrido-[4,3-d]pyrimidin-4(3H)-one